[6-(5-tert-Butyl-1,2,4-oxadiazol-3-yl)-3-pyridyl]-[4-(5-methyloxazolo[4,5-b]pyridin-2-yl)piperazin-1-yl]methanon C(C)(C)(C)C1=NC(=NO1)C1=CC=C(C=N1)C(=O)N1CCN(CC1)C=1OC=2C(=NC(=CC2)C)N1